C/C(/C(=O)OC[C@@H]1[C@H](OC[C@@H]1CC1=CC(=C(C=C1)OC)OC)C1=CC(=C(C=C1)OC)OC)=C/C [(2S,3R,4R)-4-(3,4-dimethoxybenzyl)-2-(3,4-dimethoxyphenyl)tetrahydrofuran-3-yl]methyl (2Z)-2-methylbut-2-enoat